O=C1NCCOC1 3-Ketomorpholin